FC1=C(C=C(C(=C1)C)F)CC=1C=2N(C=C(N1)C1=NC(=C(C(=N1)O)F)CF)N=CN2 2-{8-[(2,5-difluoro-4-methylphenyl)methyl]-[1,2,4]triazolo[1,5-a]pyrazin-6-yl}-5-fluoro-6-(fluoromethyl)pyrimidin-4-ol